1-(isopropyl)-1H-pyrazole-4-carboxamide C(C)(C)N1N=CC(=C1)C(=O)N